5-((2-(2,6-dioxopiperidin-3-yl)-1-oxoisoindolin-4-yl)oxy)pentanoic acid O=C1NC(CCC1N1C(C2=CC=CC(=C2C1)OCCCCC(=O)O)=O)=O